5-bromo-3-cyclopropyl-1H-indole-2-carboxylic acid BrC=1C=C2C(=C(NC2=CC1)C(=O)O)C1CC1